feruloyl-sphinganine C(\C=C\C1=CC(OC)=C(O)C=C1)(=O)C(O)[C@H](N)[C@H](O)CCCCCCCCCCCCCCC